5-[1-(4-Chloro-2,5-dimethyl-2H-pyrazol-3-yl)-piperidin-4-yl]-2-methyl-7-(2-trifluoromethyl-benzyl)-2,4,5,7-tetrahydro-pyrazolo[3,4-d]pyrimidin-6-on ClC1=C(N(N=C1C)C)N1CCC(CC1)N1C(N(C=2C(C1)=CN(N2)C)CC2=C(C=CC=C2)C(F)(F)F)=O